(S)-4-((3-amino-5-(4-amino-2-oxo-8-azaspiro[4.5]decan-8-yl)pyrazin-2-yl)thio)-1,3-dimethyl-1H-benzo[d]imidazol-2(3H)-one NC=1C(=NC=C(N1)N1CCC2([C@H](CC(C2)=O)N)CC1)SC1=CC=CC=2N(C(N(C21)C)=O)C